4-methyl-7-amino-3-oxo-3,4-dihydro-2H-benzo[b][1,4]Oxazine-6-carboxylic acid methyl ester COC(=O)C1=CC2=C(OCC(N2C)=O)C=C1N